1-(Oxan-2-yl)-1H-pyrazolo[3,4-b]Pyrazine-3-carboxylic acid O1C(CCCC1)N1N=C(C=2C1=NC=CN2)C(=O)O